ClC1(CC1)[C@@](CN1N=CN=C1)(CC[C@@H]1C(C1)(Cl)Cl)O (2S)-2-(1-chloro-cyclopropyl)-4-[(1S)-2,2-dichlorocyclopropyl]-1-(1H-1,2,4-triazol-1-yl)butan-2-ol